C(C)C=1C=NC=C(C1N1C(N(C=2C=NC=3C=C(C(=CC3C21)C=2N=NN(C2)C)OC)C)=O)F 1-(3-Ethyl-5-fluoropyridin-4-yl)-7-methoxy-3-methyl-8-(1-methyl-1H-1,2,3-triazol-4-yl)-1,3-dihydroimidazo-[4,5-c]quinolin-2-one